Cl.Cl.C(C)(C)[C@H]1[C@@H](C[C@@H](CC1)C)C(=O)NCC1=CC=C(C=C1)N1CCNCC1 (1R,2S,5R)-2-isopropyl-5-methyl-N-(4-(piperazin-1-yl)benzyl)cyclohexanecarboxamide dihydrochloride